5-[di(2-ethylhexyloxy)phosphoryl]pentanoic acid C(C)C(COP(=O)(OCC(CCCC)CC)CCCCC(=O)O)CCCC